bis-(4-pyridyl)-amine N1=CC=C(C=C1)NC1=CC=NC=C1